(R)-1,1,1-trifluoro-3-methyl-2-butylamine FC([C@@H](C(C)C)N)(F)F